2-[4-(4-dimethylamino-1-piperazinyl)-6-(4-tert-butoxycarbonylamino-1-piperidinyl)pyrimidin-2-ylamino]-4-methylthiazole-5-carboxylic acid ethyl ester C(C)OC(=O)C1=C(N=C(S1)NC1=NC(=CC(=N1)N1CCN(CC1)N(C)C)N1CCC(CC1)NC(=O)OC(C)(C)C)C